COC1=NC=C(C2=C1N=C(S2)NC(C2=CC=CC=C2)=O)C2CCO2 N-[4-methoxy-7-(oxetan-4-yl)-[1,3]thiazolo[4,5-c]pyridin-2-yl]benzamide